[Si](C1=CC=CC=C1)(C1=CC=CC=C1)(C(C)(C)C)OCCC(=O)Cl 3-((tert-butyldiphenylsilyl)oxy)propionyl chloride